S1C(=NC2=C1C=CC=C2)NC2=C(C1=C(N=N2)N(CCC1)C=1SC(=CN1)CCCOC1=C(C=C(C=C1)C#CCNC)F)C 2-(3-(benzo[d]thiazol-2-ylamino)-4-methyl-6,7-dihydropyrido[2,3-c]pyridazin-8(5H)-yl)-5-(3-(2-fluoro-4-(3-(methylamino)prop-1-yn-1-yl)phenoxy)propyl)thiazole